FC1=C(C=NC(=C1)OC)[C@H](CC1=NC(=NC(=N1)N[C@@H](CO)CC(C)C)NS(=O)(=O)C)C |o1:9| N-(4-((S*)-2-(4-fluoro-6-methoxypyridin-3-yl)propyl)-6-(((R)-1-hydroxy-4-methylpentan-2-yl)amino)-1,3,5-triazin-2-yl)methanesulfonamide